2-(3,3-dimethylpiperazin-1-yl)-4-methylthiazole-5-carboxylic acid ethyl ester C(C)OC(=O)C1=C(N=C(S1)N1CC(NCC1)(C)C)C